(S)-5-chloro-2,3-dihydro-1H-inden-2-amine hydrochloride Cl.ClC=1C=C2C[C@H](CC2=CC1)N